FC=1C=C(C=CC1F)C(C)N1C[C@@H](N(C[C@H]1CC)C1=CC(N(C=2C=CC(=NC12)C#N)C)=O)C 8-[(2s,5r)-4-[1-(3,4-difluorophenyl)ethyl]-5-ethyl-2-methylpiperazin-1-yl]-5-methyl-6-oxo-5,6-dihydro-1,5-naphthyridine-2-carbonitrile